2-(((2-(4-(2-hydroxyethyl)piperazin-1-yl)ethyl)amino)methylene)-5-(1-methyl-1H-pyrrol-2-yl)cyclohexane-1,3-dione OCCN1CCN(CC1)CCNC=C1C(CC(CC1=O)C=1N(C=CC1)C)=O